2-[[4-[6-[(5-cyano-4-fluoro-2-thienyl)methoxy]-2-pyridyl]-2,5-difluoro-phenyl]methyl]-3-[[(2S)-oxetan-2-yl]methyl]benzimidazole-5-carboxylic acid C(#N)C1=C(C=C(S1)COC1=CC=CC(=N1)C1=CC(=C(C=C1F)CC=1N(C2=C(N1)C=CC(=C2)C(=O)O)C[C@H]2OCC2)F)F